3-(4-(4-(2-(3-aminoazetidin-1-yl)ethyl)piperazin-1-yl)phenyl)piperidine-2,6-dione NC1CN(C1)CCN1CCN(CC1)C1=CC=C(C=C1)C1C(NC(CC1)=O)=O